FC=1C=C2C=CN(C2=CC1)COCC[Si](C)(C)C 5-fluoro-1-[[2-(trimethylsilyl)ethoxy]methyl]-1H-indole